CC1(C2=CC=CC=C2N(C=2C=CC=C(C12)Cl)C(CC)=O)C 9,9-dimethyl-10-propionyl-chloroacridine